FC1=CC=C(C=C1)C1=CC=C2C=C(NC2=C1)C(=O)NC([C@H](CCCNC(OCC1=CC=CC=C1)=O)NC(OCC1=CC=CC=C1)=O)C dibenzyl ((4S)-5-(6-(4-fluorophenyl)-1H-indole-2-carboxamido)hexane-1,4-diyl)dicarbamate